thieno[3,2-b]pyridin-7-ylmethanol S1C=CC2=NC=CC(=C21)CO